(2s,4s)-N-(3,4-difluorophenyl)-N-ethyl-4-(2-(hydroxymethyl)-morpholino)-1-(6-methyl-4-(trifluoromethyl)pyridin-2-yl)pyrrolidine-2-carboxamide FC=1C=C(C=CC1F)N(C(=O)[C@H]1N(C[C@H](C1)N1CC(OCC1)CO)C1=NC(=CC(=C1)C(F)(F)F)C)CC